4,6-dichloro-5-(1,3-dioxan-2-yl)-2-methylpyrimidine ClC1=NC(=NC(=C1C1OCCCO1)Cl)C